ClC1=CC=C(C=C1)N1CC(CC1)N(CC(F)(F)F)C 1-(4-chlorophenyl)-N-methyl-N-(2,2,2-trifluoroethyl)pyrrolidin-3-amine